C(=O)(O)C1=CC=C(C=C1)C1=CC=C(C=C1)C1=NC(=NC(=N1)C1=CC=C(C=C1)C1=CC=C(C=C1)C(=O)O)C1=CC=C(C=C1)C1=CC=C(C=C1)C(=O)O 4'-[4,6-bis(4'-carboxy[1,1'-biphenyl]-4-yl)-1,3,5-triazin-2-yl]-[1,1'-biphenyl]-4-carboxylic acid